8-(3,4-dichloro-5-fluoro-1H-indole-2-carbonyl)hexahydropyrazino[2,1-c][1,4]oxazin ClC1=C(NC2=CC=C(C(=C12)Cl)F)C(=O)N1CC2COCCN2CC1